O1CCN(CC1)S(=O)(=O)C1=C(C(=O)NC2=CC=C(C=C2)S(=O)(=O)N2CCN(CC2)C2=CC(=CC=C2)C(F)(F)F)C=CC=C1 2-(Morpholinosulfonyl)-N-(4-((4-(3-(trifluoromethyl)phenyl)piperazin-1-yl)sulfonyl)phenyl)benzamide